C(C)OC(=O)C1(CC(=NO1)C1=C(C=C(C(=C1)N1C(N(C(N(C1=O)C)=S)C)=O)Cl)Cl)C 3-[2,4-dichloro-5-(3,5-dimethyl-2,6-dioxo-4-thioxo-1,3,5-triazin-1-yl)phenyl]-5-methyl-4H-isoxazole-5-carboxylic acid ethyl ester